ClC1=CC(=C2C(=CNC2=C1Cl)C=1C=NNC1)O[C@@H]1C[C@@H](C1)F 6,7-Dichloro-4-(cis-3-fluorocyclobutoxy)-3-(1H-pyrazol-4-yl)-1H-indole